amino-4-(3,4,5-trimethoxyphenyl)thiazole-5-carbonitrile NC=1SC(=C(N1)C1=CC(=C(C(=C1)OC)OC)OC)C#N